lithium 2,2-dipropylmalonate C(CC)C(C(=O)[O-])(C(=O)[O-])CCC.[Li+].[Li+]